N=1N(N=CC1)C1=C(C=C(C=N1)C1(CN(C2=C(O1)C(=C(N=C2)C)C#N)C(=O)N)C(F)(F)F)C(F)(F)F (6-(2H-1,2,3-triazol-2-yl)-5-(trifluoromethyl)pyridin-3-yl)-8-cyano-7-methyl-2-(trifluoromethyl)-2,3-dihydro-4H-pyrido[4,3-b][1,4]oxazine-4-carboxamide